2,2-difluorovinylzinc chloride [Cl-].FC(=C[Zn+])F